2,4,6-Tris(4-bromophenyl)-1,3,5-triazin BrC1=CC=C(C=C1)C1=NC(=NC(=N1)C1=CC=C(C=C1)Br)C1=CC=C(C=C1)Br